(Z)-oxacyclododec-8-en-2-one O1C(CCCCC\C=C/CCC1)=O